5-(((1R)-1-((2S)-2-(aminomethyl)-5-fluoro-2-methyl-2,3-dihydrobenzofuran-7-yl)ethyl)amino)pyrazolo[1,5-a]pyrimidine-3-carboxylic acid NC[C@]1(OC2=C(C1)C=C(C=C2[C@@H](C)NC2=NC=1N(C=C2)N=CC1C(=O)O)F)C